ethyl (E)-2-fluoro-3-(oxazol-2-yl)acrylate F\C(\C(=O)OCC)=C\C=1OC=CN1